COC(C1=NC=CC(=C1)C=1OC2=C(N1)C=C(C=C2)N2C=NN=C2)=O 4-(5-(4H-1,2,4-triazol-4-yl)benzo[d]oxazol-2-yl)picolinic acid methyl ester